2-ethyl-6-methyl-N-((1R,2S)-2-phenylcyclopropyl)thieno[2,3-d]pyrimidin-4-amine C(C)C=1N=C(C2=C(N1)SC(=C2)C)N[C@H]2[C@@H](C2)C2=CC=CC=C2